phenylene-bis(xylyl-carbodiimide) C1(=C(C=CC=C1)N=C=NC1=C(C(=CC=C1)C)C)N=C=NC1=C(C(=CC=C1)C)C